C(C)(=O)N1CCC(CC1)C=1OC2=C(C(=CC=C2C(C1)=O)N)N 2-(1-acetylpiperidin-4-yl)-7,8-diamino-4H-chromen-4-one